methyl 6-methyl-4-((tetrahydrofuran-2-yl)ethynyl)picolinate CC1=CC(=CC(=N1)C(=O)OC)C#CC1OCCC1